ClC1=CC=NC2=C1C=C(C(=C2)OC)OC 4-chloro-6,7-dimethoxybenzopyridine